1-[3-({1-benzyl-4-chloro-8-methoxy-1H,2H,3H-pyrrolo[3,2-c]quinolin-7-yl}oxy)propyl]pyrrolidine C(C1=CC=CC=C1)N1CCC=2C(=NC=3C=C(C(=CC3C21)OC)OCCCN2CCCC2)Cl